NC=1C=NC=C(C1C1=CC(=C(C(=O)NC=2C=C(C(=NC2)C(=O)NCC2(CC2)C#N)Cl)C=C1F)Cl)C#C 5-(4-(3-amino-5-ethynylpyridin-4-yl)-2-chloro-5-fluorobenzamido)-3-chloro-N-((1-cyanocyclopropyl)methyl)picolinamide